(1R,3S)-3-{5-[(1,1-dioxo-2,3-dihydro-1λ6-benzothiophen-7-yl)amino]-1-(2-methylprop-2-yl)pyrazol-3-yl}cyclopentyl [(4-nitrophenyl)oxy]methanoate [N+](=O)([O-])C1=CC=C(C=C1)OC(=O)O[C@H]1C[C@H](CC1)C1=NN(C(=C1)NC1=CC=CC=2CCS(C21)(=O)=O)C(C)(C)C